FC(C=1C(=C(C=CC1)[C@@H](C)NC=1C=2C(N=C(N1)C)=CC(N(C2C#C)C2(CC2)C)=O)C)F (R)-4-((1-(3-(difluoromethyl)-2-methylphenyl)ethyl)amino)-5-ethynyl-2-methyl-6-(1-methylcyclopropyl)pyrido[4,3-d]pyrimidin-7(6H)-one